(2S,3R)-3-((2-aminopyridin-4-yl)methyl)-N2-(1-methyl-1H-imidazol-2-yl)-N1-((R)-1-(2-chloro-3-fluorophenyl)propyl)-N2-methyl-4-oxoazetidine-1,2-dicarboxamide NC1=NC=CC(=C1)C[C@@H]1[C@H](N(C1=O)C(=O)N[C@H](CC)C1=C(C(=CC=C1)F)Cl)C(=O)N(C)C=1N(C=CN1)C